C1=NC=CC2=C(C=CC=C12)CNC(=O)[C@H]1CNC[C@@H]1C1=CC=CC=C1 (3R,4S)-N-(isoquinolin-5-ylmethyl)-4-phenylpyrrolidine-3-carboxamide